CN1N=NC(=C1NC(O[C@H](C)C=1C(=NC=C(C1)F)Cl)=O)C1=NC=C(C=C1)C(NC1=CC(=NC=C1)C(F)(F)F)=O (R)-1-(2-chloro-5-fluoropyridin-3-yl)ethyl (1-methyl-4-(5-((2-(trifluoromethyl)pyridin-4-yl)carbamoyl)pyridin-2-yl)-1H-1,2,3-triazol-5-yl)carbamate